C(CC)NCC(C(C(C(C(CO)O)O)O)O)O 7-(propylamino)heptane-1,2,3,4,5,6-hexol